1-[(4-phenylbutyl)amino]propan-2-ol C1(=CC=CC=C1)CCCCNCC(C)O